lauryl amino diacetate C(C)(=O)OCCCCCCCCCCCC.C(C)(=O)ON